(R)-4-(4-(6,7-dimethyl-4-(6-(trifluoromethyl)pyridin-3-yl)pteridin-2-yl)morpholin-2-yl)pyridin-2(1H)-one CC=1N=C2C(=NC(=NC2=NC1C)N1C[C@H](OCC1)C1=CC(NC=C1)=O)C=1C=NC(=CC1)C(F)(F)F